C(C)(=O)O[C@@H](C(F)(F)F)[C@H]1O[C@H]([C@@H](C1)OC(C)=O)N1C2=NC(=NC=C2N(C1=O)CC#C)NC(C)=O (R,S)-1-((2S,4R,5R)-5-(2-acetamido-8-oxo-7-(prop-2-yn-1-yl)-7,8-dihydro-9H-purin-9-yl)-4-acetoxytetrahydrofuran-2-yl)-2,2,2-trifluoroethyl acetate